N-(2,2,2-trifluoro-1-(4-methoxyphenyl)ethyl)tetrahydro-2H-pyran-4-sulfonamide FC(C(C1=CC=C(C=C1)OC)NS(=O)(=O)C1CCOCC1)(F)F